C(C=C)ON(S(=O)(=O)C1=C(C=CC=C1)[N+](=O)[O-])[C@@H]1C(=C[C@H](NC1)C(=O)N)C (2S,5R)-5-(N-(allyloxy)-2-nitrophenylsulfonamido)-4-methyl-1,2,5,6-tetrahydropyridine-2-carboxamide